2-ethylhex-ylamine C(C)C(CN)CCCC